NC=1C2=C(SC1C(=O)OC)C(=CC=C2)F methyl 3-amino-7-fluorobenzo[b]thiophene-2-carboxylate